2-[4-(4-fluorophenyl)-5-(pyridin-4-yl)-1H-imidazol-1-yl]-1-(4-methylpiperazin-1-yl)ethan-1-one FC1=CC=C(C=C1)C=1N=CN(C1C1=CC=NC=C1)CC(=O)N1CCN(CC1)C